BrCC(=O)C1=NN2C(C=CC=C2)=C1S(=O)(=O)CC 2-bromo-1-(3-ethylsulfonylpyrazolo[1,5-a]pyridin-2-yl)ethanone